C12N(C3CC(CC(C1)C3)C2)N 2-azaadamantan-2-amine